FCC1=CC=C(C=C1)C=1C=C(C(N(N1)C=1C=NN(C1)C)=O)C(=O)N[C@H](CO)C 6-[4-(Fluoromethyl)phenyl]-N-[(2S)-1-hydroxypropan-2-yl]-2-(1-methyl-1H-pyrazol-4-yl)-3-oxo-2,3-dihydropyridazine-4-carboxamide